FC1(CCN(CCC1)C1=C(C(=O)NC=2C=C(C=CC2)[S@](=O)(C)=NC(OC(C)(C)C)=O)C(=C(C=N1)N1CC2(COC2)C1)C)F tert-butyl (R)-((3-(2-(4,4-difluoroazepan-1-yl)-4-methyl-5-(2-oxa-6-azaspiro[3.3]heptan-6-yl)nicotinamido)phenyl)(methyl)(oxo)-λ6-sulfaneylidene)carbamate